α-Methyl-DL-tyrosin C[C@](N)(CC1=CC=C(C=C1)O)C(=O)O |r|